3-(2,2-difluoroethoxy)-4-(8-methyl-8-azabicyclo[3.2.1]octane-3-yl)benzene-1,2-Diamine FC(COC1=C(C(=CC=C1C1CC2CCC(C1)N2C)N)N)F